5'-methyl-[3,3'-bipyridin-6-yl]-4-oxobutanamide CC=1C=C(C=NC1)C=1C=NC(=CC1)C(C(=O)N)CC=O